C(C)(=O)N1CCC(CC1)C1=NN(C=2C=CC=C(C12)C1=C(C=C2C=NN(C2=C1)C)F)CCNCC(=O)NCC(=O)O [2-({2-[3-(1-acetylpiperidin-4-yl)-5'-fluoro-1'-methyl-[4,6'-biindazol]-1-yl]ethyl}amino)acetamido]acetic acid